C(C)(C)N1CCN(CC1)C(=O)C1=CC2=C(N=C(N=C2)Cl)N1C1CCCC1 (4-isopropyl-piperazine-1-yl)(2-chloro-7-cyclopentyl-7H-pyrrolo[2,3-d]pyrimidine-6-yl)methanone